ClC=1C=CC(=NC1)[C@@H](CO)O (S)-1-(5-chloropyridin-2-yl)ethane-1,2-diol